C1(CC1)C(C(C(=O)NC1=CC=C(C=C1)C=1C(=NNC1C)C)C1=NN=C(N1)C=1N(N=CC1)CCCO)C1CC1 3,3-dicyclopropyl-N-[4-(3,5-dimethyl-1H-pyrazol-4-yl)phenyl]-2-[5-[2-(3-hydroxypropyl)pyrazol-3-yl]-4H-1,2,4-triazol-3-yl]propanamide